OC1=CC=C(C=C1)C(=C(CC)C1=CC=C(C=C1)O)C1=CC=C(OCCN2CCC(CC2)CN2CC3N(C(C2)C3)C=3C=C2C(N(C(C2=CC3F)=O)C3C(NC(CC3)=O)=O)=O)C=C1 5-(3-((1-(2-(4-(1,2-bis(4-hydroxyphenyl)but-1-en-1-yl)phenoxy)ethyl)piperidin-4-yl)methyl)-3,6-diazabicyclo[3.1.1]heptan-6-yl)-2-(2,6-dioxopiperidin-3-yl)-6-fluoroisoindoline-1,3-dione